6-(6-methylpyridin-2-yl)-N-{1H-pyrazolo[3,4-b]pyridin-4-yl}-2H,3H,4H-pyrido[3,2-b]-[1,4]-oxazin-8-amine CC1=CC=CC(=N1)C=1C=C(C=2OCCNC2N1)NC1=C2C(=NC=C1)NN=C2